methyl 6-(benzyloxy)-9-(1-phenyl-1H-1,2,3-triazol-4-yl)-[1,2,4]triazolo[5,1-a]isoquinoline-5-carboxylate C(C1=CC=CC=C1)OC1=C(N2C(C3=CC(=CC=C13)C=1N=NN(C1)C1=CC=CC=C1)=NC=N2)C(=O)OC